COC1=NC=C(C(=N1)OC)C=1C=C(C=2N(N1)C=CN2)[C@@H]2[C@H](C2)C2=CC=CC=C2 6-(2,4-dimethoxypyrimidin-5-yl)-8-((1S,2S)-2-phenylcyclopropyl)imidazo[1,2-b]pyridazine